magnesium tri-phosphate P(=O)([O-])([O-])O.P(=O)(O)(O)O.P(=O)(O)(O)O.[Mg+2]